FC(S(=O)(=O)O[Si](C)(C)C(C)(C)C)(F)F tertiary-butyldimethylsilyl trifluoromethanesulfonate